C(C)OC1(CCC(CC1)C(=O)NN)CCC 4-ethoxy-4-propyl-cyclohexanecarbohydrazide